FC(C=1C(=NC=CN1)N)(F)F [3-(trifluoromethyl)pyrazin-2-yl]Amine